[6-[[1-(6-morpholinopyrimidin-4-yl)pyrrolidin-3-yl]amino]-3-pyridyl]methanol O1CCN(CC1)C1=CC(=NC=N1)N1CC(CC1)NC1=CC=C(C=N1)CO